N[C@@H]1C2=CC=CC=C2CC12CCN(CC2)C=2NC(C1=C(N2)NN=C1C1(CC1)C1=CC(=NC=C1)C1=CC=CC=C1)=O (S)-6-(1-amino-1,3-dihydrospiro[indene-2,4'-piperidin]-1'-yl)-3-(1-(2-phenylpyridin-4-yl)cyclopropyl)-1,5-dihydro-4H-pyrazolo[3,4-d]pyrimidin-4-one